(P)-1-(5-chloro-2-methoxy-4-(3-oxocyclobutyl)phenyl)-N-(isoxazol-3-yl)-N-(4-methoxybenzyl)-2-oxo-1,2-dihydroquinoline-6-sulphonamide ClC=1C(=CC(=C(C1)N1C(C=CC2=CC(=CC=C12)S(=O)(=O)N(CC1=CC=C(C=C1)OC)C1=NOC=C1)=O)OC)C1CC(C1)=O